N1C=CC2=CC=CC(=C12)CC(=O)N(C)C 2-(1H-Indol-7-yl)-N,N-dimethylacetamide